OC1OC=2C(C1)=C(C=C(C2)C(=O)OC)C(=O)OC Dimethyl 2-hydroxy-2,3-dihydrobenzofuran-4,6-dicarboxylate